C(CCCCCCC\C=C/CCCCCCCC)CC(CN(C)C)CCCCCCCC\C=C/CCCCCCCC 1,2-Dioleyl-3-dimethylamino-propane